dimethyl (2S,4S)-2-((tert-butoxycarbonyl)amino)-4-((S)-1-hydroxybut-3-en-2-yl)pentanedioate C(C)(C)(C)OC(=O)N[C@H](C(=O)OC)C[C@H](C(=O)OC)[C@@H](CO)C=C